FC1=CC=C(C=C1)C(=C1CCN(CC1)CCN1C(NC2=CC=CC=C2C1=O)=S)C1=CC=C(C=C1)F 3-{2-(4-[bis-(4-fluorophenyl)methylene]-1-piperidinyl)ethyl}-2,3-dihydro-2-thioxo-4(1H)quinazolinone